(S)-5-{3-fluoro-4-[4-(3,5,6-trimethylpyridin-2-yl)piperazine-1-carbonyl]phenyl}-5-methylimidazolidine-2,4-dione FC=1C=C(C=CC1C(=O)N1CCN(CC1)C1=NC(=C(C=C1C)C)C)[C@]1(C(NC(N1)=O)=O)C